2-trimethylsilylethyl N-[3-[4-[[2-[(3R,4R)-3-(tert-butoxycarbonylamino)-4-fluoro-pyrrolidin-1-yl]-9-methyl-purin-6-yl]amino]-3-methoxy-pyrazol-1-yl] propyl]carbamate C(C)(C)(C)OC(=O)N[C@@H]1CN(C[C@H]1F)C1=NC(=C2N=CN(C2=N1)C)NC=1C(=NN(C1)CCCNC(OCC[Si](C)(C)C)=O)OC